ClC1=CC=C(C=C1)[C@@]1(N(C(C2=CC(=CC=C12)C(C)(C)O)=O)CC1=CC=C(C=C1)Cl)OCC1(CC1)CO (3R)-3-(4-chlorophenyl)-2-[(4-chlorophenyl)methyl]-3-{[1-(hydroxymethyl)cyclopropyl]methoxy}-6-(2-hydroxyprop-2-yl)-2,3-dihydro-1H-isoindol-1-one